COC1=CC(=C(NC(CC(=O)C)=O)C=C1)[N+](=O)[O-] 4'-methoxy-2'-nitroacetoacetanilide